NCCCC[C@@H](C(COC1=C(C(=CC=C1F)F)F)=O)NC(=O)C1CCCC1 (S)-N-(7-amino-2-oxo-1-(2,3,6-trifluorophenoxy)hept-3-yl)cyclopentanecarboxamide